NC=1C=C(C=2N3CCOC[C@H]3CCCCCC(C3=NN=C(C1N2)O3)(O)C(F)(F)F)C(F)(F)F |r| Racemic-(12R)-21-amino-6,19-bis(trifluoromethyl)-14,23-dioxa-3,4,17,22-tetraazatetracyclo[16.3.1.12,5.012,17]tricosa-1(21),2,4,18(22),19-pentaen-6-ol